CC=1OC2=C(C1C(=O)NC1C(NCCCC1)=O)C=C(C=C2)OCC2=C(N=CS2)C 2-methyl-5-((4-methylthiazol-5-yl)methoxy)-N-(2-oxoazepan-3-yl)benzofuran-3-carboxamide